1-(7-methyl-1-benzofuran-2-carbonyl)-4-phenoxypiperidine CC1=CC=CC=2C=C(OC21)C(=O)N2CCC(CC2)OC2=CC=CC=C2